OC=1C=C2CCN3C(C2=CC1OC)CC(C(C3)CC(C)(C)C)=O 9-hydroxy-10-methoxy-3-neopentyl-1,3,4,6,7,11b-hexahydro-2H-pyrido[2,1-a]isoquinolin-2-one